2-(dimethylamino)-1-(4-(3-isopropyl-2-(2-methylimidazo[1,2-a]pyridin-6-yl)-1H-indol-5-yl)piperidin-1-yl)ethan-1-one CN(CC(=O)N1CCC(CC1)C=1C=C2C(=C(NC2=CC1)C=1C=CC=2N(C1)C=C(N2)C)C(C)C)C